C(C)[Si](CC)(CC)[N-][Si](CC)(CC)CC.[Li+] lithium bis(triethylsilyl)amide